4-(2-methyl-benzo[d]oxazol-5-yl)-N-(pyridin-4-ylmethyl)-benzenesulfonamide CC=1OC2=C(N1)C=C(C=C2)C2=CC=C(C=C2)S(=O)(=O)NCC2=CC=NC=C2